ClNC1=C(C=CC=C1)C1=CC=C(C(=C1)F)F chloro-4',5'-difluoro-biphenyl-2-ylamine